CN(C)CC1=C(C=CC=C1)C1=CC=C(S1)C(C)NC1=NC(=NC2=CC=C(C=C12)N1CCN(CC1)C)C N-[1-(5-{2-[(dimethylamino)methyl]phenyl}thiophen-2-yl)ethyl]-2-methyl-6-(4-methylpiperazin-1-yl)quinazolin-4-amine